6-chloro-5-cyclobutoxypyrimidin-4-amine ClC1=C(C(=NC=N1)N)OC1CCC1